2,2-dimethylbutyl ethanesulfonate C(C)S(=O)(=O)OCC(CC)(C)C